((1S,2S)-2-(((tert-butyldiphenylsilyl)oxy)methyl)cyclopropyl)methanol [Si](C1=CC=CC=C1)(C1=CC=CC=C1)(C(C)(C)C)OC[C@@H]1[C@H](C1)CO